3-Bromo-2-chloro-5-(methoxymethoxy)-1,4-dimethylbenzene BrC=1C(=C(C=C(C1C)OCOC)C)Cl